COC1=NC=C(C=2N1N=C(N2)N)OC 5,8-dimethoxy-[1,2,4]triazolo[1,5-c]pyrimidin-2-amine